CC1(CCN(CC1)C(=O)OC(C)(C)C)NCC(N(CC(NC=1SC2=C(N1)C=CC(=C2)OC(F)(F)F)=O)C)=O tert-butyl 4-methyl-4-({[methyl({[6-(trifluoromethoxy)-1,3-benzothiazol-2-yl]carbamoyl}methyl)carbamoyl]methyl} amino)piperidine-1-carboxylate